tert.-butylhydroxyanisole C(C)(C)(C)C=1C(=C(C=CC1)OC)O